2-(2-ethoxy-3-pyridinyl)-5-isopropyl-7-methyl-N-[(2-methyloxazol-4-yl)methyl]imidazo[1,5-b]pyridazin-4-amine C(C)OC1=NC=CC=C1C=1C=C(C=2N(N1)C(=NC2C(C)C)C)NCC=2N=C(OC2)C